(2R,3R,4R,5R)-2-(4,6-Dichloro-1H-pyrazolo[3,4-d]pyrimidin-1-yl)-5-(2-(diethoxyphosphoryl)ethyl)tetrahydrofuran-3,4-diyl diacetate C(C)(=O)O[C@H]1[C@@H](O[C@@H]([C@H]1OC(C)=O)CCP(=O)(OCC)OCC)N1N=CC=2C1=NC(=NC2Cl)Cl